tert-butyl (1-(1-(4-(4-(4-(2-((tert-butoxycarbonyl)amino)-2-methylpropanoyl)piperazine-1-carboxamido)-2-oxopyrimidin-1(2H)-yl)benzyl)cyclopropyl) piperidin-4-yl)carbamate C(C)(C)(C)OC(=O)NC(C(=O)N1CCN(CC1)C(=O)NC1=NC(N(C=C1)C1=CC=C(CC2(CC2)N2CCC(CC2)NC(OC(C)(C)C)=O)C=C1)=O)(C)C